(R/S)-3-[[5-[3-(Difluoromethoxy)-4-fluoro-phenyl]-2-methyl-3-pyridyl]methyl]-5-methyl-oxazolidin-2-one FC(OC=1C=C(C=CC1F)C=1C=C(C(=NC1)C)CN1C(O[C@@H](C1)C)=O)F |r|